3-(4-amino-3-propylphenoxy)propane-1-sulfonic acid NC1=C(C=C(OCCCS(=O)(=O)O)C=C1)CCC